COC1=CC2=C(C=N1)N=C(N2)C2=C(C=1C(NC2=O)=CN(N1)C)N[C@@H](C(C)C)C1=NC=CC=N1 (S)-6-(6-methoxy-1H-imidazo[4,5-c]pyridin-2-yl)-2-methyl-7-((2-methyl-1-(pyrimidin-2-yl)propyl)amino)-2H-pyrazolo[4,3-b]pyridin-5(4H)-one